CNC(=O)C1=CC(=CC=2C(COC21)C2=CC=CC=C2)C(=O)NC=2C=NC=CC2 N7-Methyl-3-phenyl-N5-(pyridin-3-yl)-2,3-dihydrobenzofuran-5,7-dicarboxamid